2-methylethyl-1,3-benzothiazol-2(3H)-one CCCN1C(SC2=C1C=CC=C2)=O